FC(C1=CC2=C(SC(=C2)C(N[C@H]2CCC[C@@H]3N(C2=O)[C@@H](CC3)C(=O)N3C2(CC2)CC(C3)C=3C=NC=CC3)=O)C=C1)P(O)(O)=O (fluoro(2-(((3S,6S,9aS)-5-oxo-3-(6-(pyridin-3-yl)-4-azaspiro[2.4]heptane-4-carbonyl)octahydro-1H-pyrrolo[1,2-a]azepin-6-yl)carbamoyl)benzo[b]thiophen-5-yl)methyl)phosphonic acid